CC1CN(CC(N1)C)S(=O)(=O)C1=CC=C(C=C1)NC(C1=CC(=C(C=C1)OC)I)=O N-(4-((3,5-dimethylpiperazin-1-yl)sulfonyl)phenyl)-3-iodo-4-methoxybenzamide